C1(CC1)C1=C(C=2C(=NC=C(C2)C(C)O)N1)C=1C=CC=C(C1)C1CC(NC1)=O 4-(5-(2-cyclopropyl-5-(1-hydroxyethyl)-1H-pyrrolo[2,3-b]pyridin-3-yl)phenyl)pyrrolidin-2-one